1-[amino-(3,4-dichloroanilino)methylene]-2-prop-2-ylguanidine NC(=NC(=NC(C)C)N)NC1=CC(=C(C=C1)Cl)Cl